[O-2].[Fe+2].[Na+] sodium-iron oxide